C(=O)C1=C(NC2=CC(=C(C=C12)OC)OC)C(=O)O 3-FORMYL-5,6-DIMETHOXY-1H-INDOLE-2-CARBOXYLIC ACID